1-[1-[4-(trifluoromethoxy)phenyl]cyclopropanecarbonyl]indoline-2-carboxylic acid ethyl ester C(C)OC(=O)C1N(C2=CC=CC=C2C1)C(=O)C1(CC1)C1=CC=C(C=C1)OC(F)(F)F